1,3-bis(4-fluorophenyl)acetone acryloxyethylpropionate C(C=C)(=O)OCCOC(CC)=O.FC1=CC=C(C=C1)CC(=O)CC1=CC=C(C=C1)F